4-[4-(difluoromethyl)-2-fluoro-phenyl]-6,7-dimethyl-5,6,7,8-tetrahydropteridine FC(C1=CC(=C(C=C1)C1=NC=NC=2NC(C(NC12)C)C)F)F